6-fluoro-7-[(3S)-3-hydroxypyrrolidin-1-yl]-N-[(2R)-3-methylbut-2-yl]-4-oxo-1-(2,4,6-trifluorophenyl)-1,4-dihydro-1,8-naphthyridine-3-carboxamide FC=1C=C2C(C(=CN(C2=NC1N1C[C@H](CC1)O)C1=C(C=C(C=C1F)F)F)C(=O)N[C@H](C)C(C)C)=O